sodium 5-[[5-(2-fluoro-4-pyridinyl) indan-4-yl] amino]-1-(2-trimethylsilylethoxymethyl)-1,2,4-triazole-3-sulfinate FC1=NC=CC(=C1)C=1C(=C2CCCC2=CC1)NC1=NC(=NN1COCC[Si](C)(C)C)S(=O)[O-].[Na+]